(3R)-N-[3-[5-[6-(2,6-diazaspiro[3.3]heptan-2-yl)-3-pyridyl]-1H-pyrrolo[2,3-b]pyridine-3-carbonyl]-2,4-difluoro-phenyl]-3-fluoro-pyrrolidine-1-sulfonamide C1N(CC12CNC2)C2=CC=C(C=N2)C=2C=C1C(=NC2)NC=C1C(=O)C=1C(=C(C=CC1F)NS(=O)(=O)N1C[C@@H](CC1)F)F